CC1=C(C=CC=C1NCCO)NCCO 2,6-dihydroxyethylaminotoluene